[1,4-bis(diphenylphosphino)butane] palladium dichloride [Pd](Cl)Cl.C1(=CC=CC=C1)P(CCCCP(C1=CC=CC=C1)C1=CC=CC=C1)C1=CC=CC=C1